C(C1=CC=CC=C1)(=O)C1CCN(CC1)C(=O)OCCCC butyl 4-benzoylpiperidine-1-carboxylate